Cl.NCN1C(NC(C1C=1N(C=CN1)C)=O)=O (aminomethyl)-5-(1-methyl-1H-imidazol-2-yl)imidazolidine-2,4-dione hydrogen chloride